C1=CC2=NC(=O)C=C2N=C1 PYRROLOPYRIDONE